C(\C=C/C(=O)OCCCCCCCCCCCCCCCCCCCC)(=O)OCCCCCCCCCCCCCCCCCCCC diarachidyl maleate